tert-butyl N-[5-[[2-[2-(1H-benzimidazol-5-yl)-5-methyl-1-piperidyl]-2-oxo-acetyl]amino]-3-methyl-2-pyridyl]carbamate N1C=NC2=C1C=CC(=C2)C2N(CC(CC2)C)C(C(=O)NC=2C=C(C(=NC2)NC(OC(C)(C)C)=O)C)=O